(R)-tert-butyl 4-(6,7-dimethoxyquinolin-4-yl)-2-methylpiperazine-1-carboxylate COC=1C=C2C(=CC=NC2=CC1OC)N1C[C@H](N(CC1)C(=O)OC(C)(C)C)C